Diethoxymonomethoxymonobutoxysilane C(C)O[Si](OCCCC)(OC)OCC